ClC1=NC(=CC=C1CI)C 2-chloro-3-(iodomethyl)-6-methylpyridine